C(C)(=O)N1C(/C(/NC(C1)=O)=C/C=1N=CN(C1C(C)C)CCOCC)=O (Z)-1-acetyl-3-((5-isopropyl-1-(2-ethoxyethyl)-1H-imidazol-4-yl)methylene)piperazine-2,5-dione